ClC=1C=C(C=C(C1)Cl)N1CCN(CC1)S(=O)(=O)C1=CC=C(C=C1)NC(=O)C=1C=C(C=CC1N(S(=O)(=O)C)C)CNC(OC(C)(C)C)=O tert-butyl N-[[3-[[4-[4-(3,5-dichlorophenyl)piperazin-1-yl]sulfonylphenyl]-carbamoyl]-4-[methyl(methylsulfonyl)amino]phenyl]methyl]carbamate